C(=C)N(CCNCCC[Si](OC)(OC)OC)CC1=CC=CC=C1 3-(2-(vinylbenzylamino)ethylamino)-propyltrimethoxysilane